3,4-dihydro-2H-1,4-benzoxazepin-5-one O1CCNC(C2=C1C=CC=C2)=O